(R)-N-(7-methoxy-[1,2,4]triazolo[1,5-a]pyridin-6-yl)-4-(3-methylpiperazin-1-yl)-2,3-dihydro-1H-pyrrolo[2,3-b]pyridine-1-carboxamide 2,2,2-trifluoroacetate FC(C(=O)O)(F)F.COC1=CC=2N(C=C1NC(=O)N1CCC=3C1=NC=CC3N3C[C@H](NCC3)C)N=CN2